C(C)OC(C1=C(C(=NC=C1OC1=C(C=C(C=C1)OC(F)(F)F)OC)C(F)(F)F)F)=O.ClC=1C(=NC=CN1)CNC(CC)=O N-((3-chloropyrazin-2-yl)methyl)propionamide ethyl-3-fluoro-5-[2-methoxy-4-(trifluoromethoxy)phenoxy]-2-(trifluoro-methyl)isonicotinate